[C@H]12COC[C@H](CC1)N2C2=NC(=NC(=N2)N2C1COCC2CC1)C1=CC=C(C=C1)NC(=O)NC=1C=C2COC(C2=CC1)=O 1-(4-(4-((1R,5S)-3-oxa-8-azabicyclo[3.2.1]octan-8-yl)-6-(3-oxa-8-azabicyclo[3.2.1]octan-8-yl)-1,3,5-triazin-2-yl)phenyl)-3-(1-oxo-1,3-dihydroisobenzofuran-5-yl)urea